5-{2-amino-[1,2,4]triazolo-[1,5-a]pyridin-7-yl}-N-{[2-chloro-5-(trifluoromethyl)-phenyl]methyl}-2-methyl-pyridine-3-carboxamide NC1=NN2C(C=C(C=C2)C=2C=C(C(=NC2)C)C(=O)NCC2=C(C=CC(=C2)C(F)(F)F)Cl)=N1